methyl-phenyl-boric acid CC1=C(C=CC=C1)OB(O)O